The molecule is an unsaturated fatty acyl-CoA that results from the formal condensation of the thiol group of coenzyme A with the carboxy group of (8Z,11Z,14Z,17Z,20Z,23Z)-3-oxohexacosahexaenoic acid. It is a 3-oxo-fatty acyl-CoA, an unsaturated fatty acyl-CoA and a very long-chain fatty acyl-CoA. It is a conjugate acid of an (8Z,11Z,14Z,17Z,20Z,23Z)-3-oxohexacosahexaenoyl-CoA(4-). CC/C=C\\C/C=C\\C/C=C\\C/C=C\\C/C=C\\C/C=C\\CCCCC(=O)CC(=O)SCCNC(=O)CCNC(=O)[C@@H](C(C)(C)COP(=O)(O)OP(=O)(O)OC[C@@H]1[C@H]([C@H]([C@@H](O1)N2C=NC3=C(N=CN=C32)N)O)OP(=O)(O)O)O